NC1=NC(=CC=C1)C=1C=C2CN(C(C2=CC1)=O)C1C(NC(CC1)=O)=O 2-amino-6-(2-(2,6-dioxopiperidin-3-yl)-1-oxoisoindolin-5-yl)pyridine